C(CCC)S(=O)C1=C(C=2C(=NC=CC2)S1)N 2-(butylsulfinyl)thieno[2,3-b]pyridin-3-amine